CC1=CC2=C(N3C(N2)=CC=N3)C=C1 6-methylpyrazolo[1,5-a]benzimidazole